tert-butyl 4-[4-amino-1-(4-bromophenyl)-5-(ethoxycarbonyl)-1H-pyrazole-3-carbonyl]piperidine-1-carboxylate NC=1C(=NN(C1C(=O)OCC)C1=CC=C(C=C1)Br)C(=O)C1CCN(CC1)C(=O)OC(C)(C)C